4-chloro-7-oxido-1H-pyrazolo[3,4-b]pyridin-7-ium ClC1=C2C(=[N+](C=C1)[O-])NN=C2